C(C1=CC=CC=C1)OC(=O)N[C@H]1CN([C@@H](C=C[C@@H]1C)C)C(=O)OCC1=CC=CC=C1 |&1:11,17| benzyl (3R,4S,7R) and (3S,4R,7R)-3-(((benzyloxy) carbonyl) amino)-4,7-dimethyl-2,3,4,7-tetrahydro-1H-azepine-1-carboxylate